N-[(4,5-dichloro-3-iodo-2-thienyl)carbonyl]leucine Ethyl ester C(C)OC([C@@H](NC(=O)C=1SC(=C(C1I)Cl)Cl)CC(C)C)=O